C(#N)C(C)(C)NC(=O)C1=NC=CC(=C1)NC(=O)C=1C(=NN(C1)C1=CC=CC=C1)C N-(1-cyano-1-methyl-ethyl)-4-[(3-methyl-1-phenyl-pyrazole-4-carbonyl)amino]pyridine-2-carboxamide